8-[(1R)-1-[2-(2-Chloroacetyl)anilino]ethyl]-3,6-dimethyl-2-phenyl-chromen-4-one ClCC(=O)C1=C(N[C@H](C)C=2C=C(C=C3C(C(=C(OC23)C2=CC=CC=C2)C)=O)C)C=CC=C1